mononitro-toluol [N+](=O)([O-])C1=CC=C(C=C1)C